2-ethyl-2-(dimethylamino)-1-(4-morpholinophenyl)butan-1-one C(C)C(C(=O)C1=CC=C(C=C1)N1CCOCC1)(CC)N(C)C